(S)-4-((2-(3-Aminopiperidin-1-yl)-6-methoxy-1H-benzo[d]imidazol-1-yl)methyl)benzonitril-hydrochlorid Cl.N[C@@H]1CN(CCC1)C1=NC2=C(N1CC1=CC=C(C#N)C=C1)C=C(C=C2)OC